2-[2,3-difluoro-4-(1H-pyrazol-4-yl)phenyl]-5-[(2,2,6,6-tetramethylpiperidin-4-yl)oxy]pyrazine trihydrochloride Cl.Cl.Cl.FC1=C(C=CC(=C1F)C=1C=NNC1)C1=NC=C(N=C1)OC1CC(NC(C1)(C)C)(C)C